ClC=1C(=NC(=NC1)NC1CCOCC1)C1=CC=C2CN(C(C2=C1)=O)CC(N1CCOC2=C(C1)C=CC=C2)=O 6-{5-chloro-2-[(oxacyclohex-4-yl)amino]pyrimidin-4-yl}-2-[2-oxo-2-(2,3,4,5-tetrahydro-1H-1,4-benzoxazepin-4-yl)ethyl]-2,3-dihydro-1H-isoindol-1-one